C(C)(=O)N1C[C@@H](CCC1)CC(=O)NC1=NC=C(C(=C1)C1=C2N(N=C1)CC(C2)(C)C)Cl (S)-2-(1-Acetylpiperidin-3-yl)-N-(5-chloro-4-(5,5-dimethyl-5,6-dihydro-4H-pyrrolo[1,2-b]pyrazol-3-yl)pyridin-2-yl)acetamide